CC1=CC(=NC(=N1)OCCC(F)(F)F)C1=NN=C(S1)C1=C(C=C(C=C1)NS(=O)(=O)CCO)N1CCC2(CC2)CC1 N-(4-(5-(6-methyl-2-(3,3,3-trifluoropropoxy)pyrimidin-4-yl)-1,3,4-thiadiazol-2-yl)-3-(6-Azaspiro[2.5]oct-6-yl)phenyl)-2-hydroxyethane-1-sulfonamide